O=C1OC2(CN(C2)C(=O)OC(C)(C)C)CN1 tert-Butyl 6-oxo-5-oxa-2,7-diazaspiro[3.4]octane-2-carboxylate